C(C)C=1C(=C(C(=C(C(=O)O)C1)O)CCCCCC)CC bis-ethylhexyl-hydroxybenzoic acid